dioxanonene O=COCCCCCC